COC=1C=C2C(=NC(=NC2=CC1OC)C)NC(C)C=1SC(=CC1)C1=CC(=CC=C1)OC 6,7-dimethoxy-N-{1-[5-(3-methoxyphenyl)-thiophen-2-yl]-ethyl}-2-methyl-quinazolin-4-amine